OC[C@H](C1=CC=CC=C1)NC1=CC(=NC=C1C1=NC(=NO1)C)NC=1C=C2C(N(C(C2=CC1)=O)CCC)(C)C (S)-5-((4-((2-hydroxy-1-phenylethyl)amino)-5-(3-methyl-1,2,4-oxadiazol-5-yl)pyridin-2-yl)amino)-3,3-dimethyl-2-propylisoindolin-1-one